N1C2=C(NCCC1=O)C=CC=C2 1,3,4,5-tetrahydro-benzo[B][1,4]diazepin-2-one